CC(CC)CCC(CCCC)C 3,6-Dimethyldecan